4-(2-Isopropyl-oxazol-4-yl)pyridine-2-amine C(C)(C)C=1OC=C(N1)C1=CC(=NC=C1)N